3,4-methylenedioxy-β-nitrostyrene C1OC=2C=C(C=C[N+](=O)[O-])C=CC2O1